6-Chlorospiro[2.4]hept-5-ene-5-carbaldehyde ClC1=C(CC2(CC2)C1)C=O